C1(=CC=CC=C1)N1N=C(C=C1[N+](=O)[O-])[N+](=O)[O-] N-phenyl-3,5-dinitropyrazole